C(C)(C)(C)[Si](OCCOCCO)(C1=CC=CC=C1)C1=CC=CC=C1 2-[2-[tert-butyl-(diphenyl)silyl]oxyethoxy]ethanol